N-Methyl-1-(5,6,7,8-tetrahydrothieno[3,2-b]oxepin-8-yl)methanamine hydrochloride Cl.CNCC1C2=C(OCCC1)C=CS2